FC=1C=C2C(=CC=NC2=CC1)C1CCC(CC1)C(C(=O)NN)C 2-((1S,4S)-4-(6-fluoroquinolin-4-yl)cyclohexyl)propanehydrazide